2-(3-(bicyclo[2.2.1]heptane-1-yl)phenyl)-4-chloro-6-phenyl-1,3,5-triazine C12(CCC(CC1)C2)C=2C=C(C=CC2)C2=NC(=NC(=N2)Cl)C2=CC=CC=C2